Natrium phosphaethynolat P(#C)[O-].[Na+]